[Na].C(CCC)OC(=O)C1=CC=C(O)C=C1 butylparaben sodium salt